C(CCCC=C)[Si](Cl)(Cl)C 5-hexenyl-methyl-dichlorosilane